FC1=C(C=CC(=C1)N1CCN(CC1)C(C)C)N1C(=NC(=C1)C1=NC(=NC=C1C(F)(F)F)NC1CCN(CC1)S(=O)(=O)C)C 4-(1-(2-Fluoro-4-(4-isopropyl-piperazin-1-yl)-phenyl)-2-methyl-1H-imidazol-4-yl)-N-(1-(methyl-sulfonyl)piperidin-4-yl)-5-(trifluoro-methyl)pyrimidin-2-amine